tert-butyl (R)-3-(3-chloro-4-methyl-7H-pyrrolo[2,3-c]pyridazin-7-yl)piperidine-1-carboxylate ClC1=C(C2=C(N=N1)N(C=C2)[C@H]2CN(CCC2)C(=O)OC(C)(C)C)C